C(C)C1=CC=CC=C1.[Ru].[Ru].[Ru] triruthenium (ethylbenzene)